(4-Ethoxy-4-oxobutyl){(1R)-2-[5-(2-fluoro-3-methoxyphenyl)-3-{[2-fluoro-6-(trifluoromethyl)phenyl]methyl}-4-methyl-2,6-dioxo-3,6-dihydropyrimidin-1(2H)-yl]-1-phenylethyl}sulfamic acid C(C)OC(CCCN(S(O)(=O)=O)[C@@H](CN1C(N(C(=C(C1=O)C1=C(C(=CC=C1)OC)F)C)CC1=C(C=CC=C1C(F)(F)F)F)=O)C1=CC=CC=C1)=O